CC=1C(=NC(=NC1)NC1=CC=NN1C)C=1C=C2N(CCN(C2=O)C(C(=O)O)C)C1 2-(7-(5-Methyl-2-((1-methyl-1H-pyrazol-5-yl)amino)pyrimidin-4-yl)-1-oxo-3,4-dihydropyrrolo[1,2-a]pyrazin-2(1H)-yl)propanoic acid